tert-butyl ((1r,3r)-3-(4-(2-(4-((5-(dimethylamino) pyrazin-2-yl)oxy)phenyl)propan-2-yl)phenoxy)cyclobutyl)carbamate CN(C=1N=CC(=NC1)OC1=CC=C(C=C1)C(C)(C)C1=CC=C(OC2CC(C2)NC(OC(C)(C)C)=O)C=C1)C